CN(CCNC=1C=NC(=NC1)N1C(C2=CC=C(C=C2C=N1)C1=C(C(=CC=C1)OC)C)=O)C 2-(5-(2-(Dimethylamino)ethylamino)pyrimidin-2-yl)-6-(3-methoxy-2-methylphenyl)phthalazin-1(2H)-one